N-(hexadecyl)sulfonamide C(CCCCCCCCCCCCCCC)NS(=O)=O